6-((4,4-Dimethyl-1,4-azasilinan-1-yl)methyl)-3-(3-((1s,3s)-3-methyl-1-(4-methyl-4H-1,2,4-triazol-3-yl)cyclobutyl)phenyl)-8-(trifluoromethyl)quinazolin-4(3H)-one C[Si]1(CCN(CC1)CC=1C=C2C(N(C=NC2=C(C1)C(F)(F)F)C1=CC(=CC=C1)C1(CC(C1)C)C1=NN=CN1C)=O)C